C(C1=CC=CC=C1)N1CCC2(OC3(CC3)C(N(C2)C(C)C)=O)CC1 8-benzyl-12-isopropyl-4-oxa-8,12-diazadispiro[2.1.5.3]tridecan-13-one